C(#N)CCOP(O)N(C(C)C)C(C)C.NC1CCC(CC1)CNC1=C(C=C(C=C1)N1CC(OC(C1)C)C)C(F)(F)F N-(((1r,4r)-4-aminocyclohexyl)methyl)-4-(2,6-dimethylmorpholino)-2-(trifluoromethyl)aniline 2-cyanoethyl-(N,N-diisopropyl)-Phosphoramidite